OC(CN(CCNC(CCCCCCC\C=C/CCCCCCCC)=O)CCCO)CO N-[2-[(2,3-dihydroxypropyl)(3-hydroxypropyl)amino]ethyl]oleamide